2-[Rac-(3R)-1-methylpyrrolidin-3-Yl]-5-[Rac-(3S)-3-methyl-2,3,4,5-tetrahydropyridin-6-Yl]Indazole CN1C[C@@H](CC1)N1N=C2C=CC(=CC2=C1)C=1CC[C@@H](CN1)C |r|